2-bromo-ethyl triflate, sulfonium salt [SH3+].O(S(=O)(=O)C(F)(F)F)CCBr